(2S,5R)-5-(2-chlorophenyl)-1-(4-(3-methoxypyridin-4-yl)benzoyl)pyrrolidine-2-carboxylic acid ClC1=C(C=CC=C1)[C@H]1CC[C@H](N1C(C1=CC=C(C=C1)C1=C(C=NC=C1)OC)=O)C(=O)O